γ-glycidyloxypropylmethyldiethoxysilane C(C1CO1)OCCC[Si](OCC)(OCC)C